2-(4-benzylpiperidin-1-yl)-N-(4-(5-(difluoromethyl)-1,3,4-oxadiazol-2-yl)benzyl)-N-phenylethane-1-sulfonamide C(C1=CC=CC=C1)C1CCN(CC1)CCS(=O)(=O)N(C1=CC=CC=C1)CC1=CC=C(C=C1)C=1OC(=NN1)C(F)F